2-METHYL-2-(PROPYLAMINO)PROPANOIC ACID CC(C(=O)O)(C)NCCC